C(C)(C)(C)N1CCC=C1C1=C(C(=CC=C1)C1OCCO1)[N+](=O)[O-] tert-butyl-5-(3-(1,3-dioxolan-2-yl)-2-nitrophenyl)-2,3-dihydro-1H-pyrrole